isothiazoline-3-one S1NC(CC1)=O